Cl.FC=1C=C(C=C(C1)C1=NN(C=C1)C1=CC=C(C=C1)F)CN (3-Fluoro-5-(1-(4-fluorophenyl)-1H-pyrazol-3-yl)phenyl)methylamine, hydrochloride